(1R,4R,12aS)-7-hydroxy-6,8-dioxo-N-(2,4,6-trifluorobenzyl)-1,2,3,4,6,8,12,12a-octahydro-1,4-ethanodipyrido[1,2-a:1',2'-d]pyrazine-9-carboxamide OC=1C(C(=CN2C[C@H]3N(C(C21)=O)C2CCC3CC2)C(=O)NCC2=C(C=C(C=C2F)F)F)=O